FC=1C(=CC(=C(C(=O)O)C1)O[C@H](C(F)(F)F)C)C1=NN(C=N1)C (S)-5-fluoro-4-(1-methyl-1H-1,2,4-triazol-3-yl)-2-((1,1,1-trifluoropropan-2-yl)oxy)benzoic acid